N-(2-Methoxy-5-(4-(trifluoromethyl)phenoxy)phenyl)-5-oxopyrrolidine-3-carboxamide COC1=C(C=C(C=C1)OC1=CC=C(C=C1)C(F)(F)F)NC(=O)C1CNC(C1)=O